ClC=1C=C(C=C2C=C(N=CC12)NC(=O)[C@H]1[C@@H](C1)C#N)C1=C2C(=NC=C1)N(C=C2)S(=O)(=O)C2=CC=C(C)C=C2 |r| (+-)-trans-N-[8-chloro-6-[1-(p-toluenesulfonyl)pyrrolo[2,3-b]Pyridin-4-yl]-3-isoquinolinyl]-2-cyano-cyclopropanecarboxamide